(3-chloro-2,4-dimethyl-5,7-dihydropyrrolo[3,4-b]pyridin-6-yl)-[(3R)-1-[2-(trifluoromethyl)pyrimidin-4-yl]pyrrolidin-3-yl]methanone ClC=1C(=C2C(=NC1C)CN(C2)C(=O)[C@H]2CN(CC2)C2=NC(=NC=C2)C(F)(F)F)C